2-[(1R,2S,10S,11S,13R,14R,15S,17S)-1-Fluoro-14,17-dihydroxy-2,13,15-trimethyl-5-oxotetracyclo[8.7.0.02,7.011,15]heptadeca-3,6-dien-14-yl]-2-oxoethyl methanesulfonate CS(=O)(=O)OCC(=O)[C@]1([C@@H](C[C@H]2[C@@H]3CCC4=CC(C=C[C@@]4([C@]3([C@H](C[C@]12C)O)F)C)=O)C)O